(S) or (R)-2-((S)-1-(2-ethyl-6-(1-methyl-5-(((methyl(propyl)carbamoyl)oxy)methyl)-1H-1,2,3-triazol-4-yl)pyridin-3-yl)pyrrolidin-3-yl)butanoic acid C(C)C1=NC(=CC=C1N1C[C@@H](CC1)[C@@H](C(=O)O)CC)C=1N=NN(C1COC(N(CCC)C)=O)C |o1:13|